C(C)OC(=O)C=1C=NC(=CC1)OCC1=CC=C(C=C1)OC 6-[(4-Methoxyphenyl)methoxy]pyridin-3-carboxylic acid ethyl ester